t-Butoxycarbonyl-(BOC)-lysine C(C)(C)(C)OC(=O)N([C@@H](CCCCN)C(=O)O)C(=O)OC(C)(C)C